C(CCCCCCCCCC)OC(C=1C(C(=O)OCCCCCCCCCCC)=CC=CC1)=O.C(C=1C(C(=O)O)=CC=CC1)(=O)O phthalic acid di-n-undecyl-phthalate